tert-butyl 2-(3-cyclopropyl-1-methyl-1H-indazol-7-yl)acetate C1(CC1)C1=NN(C2=C(C=CC=C12)CC(=O)OC(C)(C)C)C